[Si](C1=CC=CC=C1)(C1=CC=CC=C1)(C(C)(C)C)NS(=O)(=O)C1=CC(=CC=C1)[N+](=O)[O-] N-(tert-butyldiphenylsilyl)-3-nitrobenzenesulfonamide